iso-Butylbenzene C(C(C)C)C1=CC=CC=C1